Z-guanidine NC(=N)N